1-(4-(5-(1H-pyrazolo[3,4-b]pyridin-4-yl)pyridin-3-yl)phenyl)pyrrolidin-2-one N1N=CC=2C1=NC=CC2C=2C=C(C=NC2)C2=CC=C(C=C2)N2C(CCC2)=O